FC1(CN(CC[C@H]1NC1=NN2C(C(=N1)NC)=C(C=C2)C2=CC=C1C(=N2)N(C=N1)CCF)C1COC1)F (R)-N2-(3,3-Difluoro-1-(oxetan-3-yl)piperidin-4-yl)-5-(3-(2-fluoroethyl)-3H-imidazo[4,5-b]pyridin-5-yl)-N4-methylpyrrolo[2,1-f][1,2,4]triazine-2,4-diamine